1,2-dioleoyl-3-linoleoyl-rac-glycerol C(CCCCCCC\C=C/CCCCCCCC)(=O)OC[C@@H](OC(CCCCCCC\C=C/CCCCCCCC)=O)COC(CCCCCCC\C=C/C\C=C/CCCCC)=O |r|